C(#N)C=1C=C(C=CC1)C=1N=C(SC1C=1C=C2C(=NC=NC2=CC1)C)NC(=O)N1C[C@@H]2OCCN([C@@H]2C1)C (4aR,7aS)-N-[4-(3-Cyanophenyl)-5-(4-methylquinazolin-6-yl)thiazol-2-yl]-4-methyl-2,3,4a,5,7,7a-hexahydropyrrolo[3,4-b][1,4]oxazine-6-carboxamide